((4-methoxy-3,5-dimethylpyridin-2-yl)methyl)(3-(methylthio)-5-morpholinophenyl)-carbamic acid tert-butyl ester C(C)(C)(C)OC(N(C1=CC(=CC(=C1)N1CCOCC1)SC)CC1=NC=C(C(=C1C)OC)C)=O